Methyl-bis(trimethylsiloxy)methacryloyloxymethyl-silane C[Si](COC(C(=C)C)=O)(O[Si](C)(C)C)O[Si](C)(C)C